(R)-N-(3-methyl-4-((1-methyl-1H-benzo[d]imidazol-5-yl)methyl)phenyl)-6-(3-methylpiperazin-1-yl)pyrido[3,4-d]pyrimidin-4-amine hydrochloride Cl.CC=1C=C(C=CC1CC1=CC2=C(N(C=N2)C)C=C1)NC=1C2=C(N=CN1)C=NC(=C2)N2C[C@H](NCC2)C